ethyl 5-chloro-7-(dibenzylamino)-2-methyl-6-phenylpyrazolo[1,5-a]pyrimidine-3-carboxylate ClC1=NC=2N(C(=C1C1=CC=CC=C1)N(CC1=CC=CC=C1)CC1=CC=CC=C1)N=C(C2C(=O)OCC)C